FC=1C=C(C=C(C1C=O)F)C(=O)OC(C)(C)C tert-butyl (3,5-difluoro-4-formylphenyl)carboxylate